4-chloro-6-(6-(trifluoromethyl)pyridin-2-yl)-N-(3-(trifluoromethyl)phenyl)-1,3,5-triazin-2-amine ClC1=NC(=NC(=N1)C1=NC(=CC=C1)C(F)(F)F)NC1=CC(=CC=C1)C(F)(F)F